FC(C1=CC=C(C(=O)NCC2=C(C=CC3=C2N(C=N3)C)CC)C=C1)F 4-(difluoromethyl)-N-((6-ethyl-1-methyl-1H-benzimidazol-7-yl)methyl)benzamide